C(C)C1=CC(=NO1)C=1C=C2CC[C@H](C2=CC1)NC(=O)C=1N=NN(N1)C (R)-N-(5-(5-ethylisoxazol-3-yl)-2,3-dihydro-1H-inden-1-yl)-2-methyl-2H-tetrazole-5-carboxamide